1-(2-methylbut-3-yn-2-yl)-1H-imidazole CC(C)(C#C)N1C=NC=C1